CC=1C=C(C=CC1O)C1=CC(=CC=C1)O 3'-methyl-(1,1'-biphenyl)-3,4'-diol